C[C@H]1O[C@H](CC(C1)O)C (2R,6S)-2,6-dimethyltetrahydropyran-4-ol